3-((6-(2,5-dimethylphenyl)pyridin-2-yl)methylene)amino-[1,1'-biphenyl]-2-ol CC1=C(C=C(C=C1)C)C1=CC=CC(=N1)C=NC1=C(C(=CC=C1)C1=CC=CC=C1)O